4-(1,3-dinitroprop-2-yl)phenol [N+](=O)([O-])CC(C[N+](=O)[O-])C1=CC=C(C=C1)O